CC1=CNC2=C(C=CC=C12)Br 3-methyl-7-bromoindole